4-amino-3,5-dipropyl-4H-1,2,4-triazole NN1C(=NN=C1CCC)CCC